COC1=C(C=C(C=N1)CCN(C(OC1=CC=C(C=C1)[N+](=O)[O-])=O)C)C(F)(F)F 4-Nitrophenyl (2-(6-methoxy-5-(trifluoromethyl)pyridin-3-yl)ethyl)(methyl)carbamate